2-((3S,5S)-1-(2-fluorobenzyl)-5-(4-(trifluoromethyl)phenyl)piperidin-3-yl)acetic acid FC1=C(CN2C[C@@H](C[C@H](C2)C2=CC=C(C=C2)C(F)(F)F)CC(=O)O)C=CC=C1